C(CCC)N(C(SC1CCCCC1)=O)CCCC S-Cyclohexyl dibutylcarbamothioate